3-[(4-chloro-3-fluorobenzyl)sulfanyl]-5-propyl[1,2,4]triazolo[4,3-a]pyrimidin-7(8H)-one ClC1=C(C=C(CSC2=NN=C3N2C(=CC(N3)=O)CCC)C=C1)F